CC1=C(OC2=C(C=C(C=C2C1=O)C)C(C)NC1=C(C(=O)O)C=CC=C1)C=1C=CC=2N(C1)N=CC2 2-[1-(3,6-Dimethyl-4-oxo-2-pyrazolo[1,5-a]pyridin-6-yl-chromen-8-yl)ethylamino]benzoic acid